dibenzyl (1-(tert-butoxycarbonyl)-3-(hydroxymethyl)piperidine-3-carbonyl)-L-glutamate C(C)(C)(C)OC(=O)N1CC(CCC1)(C(=O)N[C@@H](CCC(=O)OCC1=CC=CC=C1)C(=O)OCC1=CC=CC=C1)CO